7-chloro-2-oxo-2',3',5',6'-tetrahydrospiro[indoline-3,4'-pyran] ClC=1C=CC=C2C1NC(C21CCOCC1)=O